C(C(C)(C)C)(=O)OCN1N=NC(=C1)C1CN(CC1)C=1OC(=NN1)C=1C=NC(=NC1)NC1CC=2C(=NC=CN2)C1 (4-(1-(5-(2-((6,7-dihydro-5H-cyclopenta[b]pyrazin-6-yl)amino)pyrimidin-5-yl)-1,3,4-oxadiazol-2-yl)pyrrolidin-3-yl)-1H-1,2,3-triazol-1-yl)methyl pivalate